O1C(=CC=C1)C(=O)N1CCN(CC1)C1=C(C=CC=C1)N(S(=O)(=O)C=1C=CC2=C(C(=C(O2)C(=O)[O-])C)C1)CCC1=CC=CC=C1 5-(N-(2-(4-(furan-2-carbonyl)piperazin-1-yl)phenyl)-N-phenethylsulfamoyl)-3-methylbenzofuran-2-carboxylate